BrC1=CSC=2C(NCCS(C21)(=O)=O)=O 8-bromo-1,1-dioxo-3,4-dihydro-2H-thieno[2,3-f][1,4]thiazepin-5-one